CC1(CC[C@@H](CN1)NC1=NC=C(C(=N1)C1=CNC=2C(N([C@H](CCC21)C)C)=O)C(F)(F)F)C (6S)-3-(2-{[(3S)-6,6-dimethylpiperidin-3-yl]amino}-5-(trifluoromethyl)pyrimidin-4-yl)-6,7-dimethyl-1H,4H,5H,6H,7H,8H-pyrrolo[2,3-c]azepin-8-one